uranium dicarbide [CH3-].[CH3-].[U+2]